OC=1C(=CC2=CC=CC=C2C1)C(=O)NC1=C(C=C(C(=C1)OC)Cl)OC 3-hydroxy-N-(4-chloro-2,5-dimethoxyphenyl)-2-naphthoamide